silandiol salicylate C(C=1C(O)=CC=CC1)(=O)O.[SiH2](O)O